3-bromo-N-methyl-4-[[4-(trifluoromethyl)cyclohexyl]amino]benzenesulfonamide BrC=1C=C(C=CC1NC1CCC(CC1)C(F)(F)F)S(=O)(=O)NC